C(C)(=O)C1=NN(C2=CC=C(C=C12)C=1C=NC(=NC1)C)CC(=O)N1[C@@H]2C[C@@]2(C[C@H]1C(=O)NC1=C(C(=CC=C1)C(F)(F)F)F)C (1R,3S,5R)-2-(2-(3-acetyl-5-(2-methylpyrimidin-5-yl)-1H-indazol-1-yl)acetyl)-N-(2-fluoro-3-(trifluoromethyl)phenyl)-5-methyl-2-azabicyclo[3.1.0]hexane-3-carboxamide